CN1C(=NC2=C(C=C(C=C2C1=O)C)[C@@H](C)NC=1C=NC=CC1S(=O)(=O)C)N1CCOCC1 (R)-3,6-dimethyl-8-(1-((4-(methylsulfonyl)pyridin-3-yl)amino)ethyl)-2-morpholinoquinazolin-4(3H)-one